N-Boc-3-aminopyrrolidine C(=O)(OC(C)(C)C)N1CC(CC1)N